NCCOCCOCCOCCOC[C@@]12[C@@H]3OC(O[C@@H]3[C@H]([C@@H](OC1)O2)NC2=NC(=CN=C2)C(F)(F)F)(C)C N-[(1S,2R,6R,7R,8S)-1-[2-[2-[2-(2-aminoethoxy)ethoxy]ethoxy]ethoxymethyl]-4,4-dimethyl-3,5,9,11-tetraoxatricyclo[6.2.1.02,6]undecan-7-yl]-6-(trifluoromethyl)pyrazin-2-amine